FC(C(=O)C=1SC=CC1)(F)F 2,2,2-trifluoro-1-(2-thiophenyl)ethanone